[Br-].CN1C(COCC1)CC 4-methyl-ethyl-morpholine bromide